4-(bromomethyl)-2,6-dimethoxypyridine BrCC1=CC(=NC(=C1)OC)OC